C(C)N(CC)[SiH2]N(CC)CC N-(diethylaminosilyl)-N-ethyl-ethylamine